((2,6-dimethylpyrimidin-4-yl)amino)-N-ethoxy-4-((4-ethoxy-2-(N-methylmethanesulfonamido)phenyl)amino)nicotinamide CC1=NC(=CC(=N1)NC1=C(C(=O)NOCC)C(=CC=N1)NC1=C(C=C(C=C1)OCC)N(S(=O)(=O)C)C)C